ClC=1C=C(C=C(C1OCCOCCO)C#N)C(C)(C)C1=CC=C(OCC2=NC(=NC=C2)NS(=O)(=O)C)C=C1 N-[4-[[4-[1-[3-chloro-5-cyano-4-[2-(2-hydroxyethoxy)ethoxy]phenyl]-1-methyl-ethyl]phenoxy]methyl]pyrimidin-2-yl]methanesulfonamide